FC(C(=O)O)(F)F.ClC1=C(C=CC(=C1NC=1C(=C2C(N(C=NC2=CC1)C)=O)F)F)NS(=O)(=O)N1CC(C1)COC N-(2-chloro-4-fluoro-3-((5-fluoro-3-methyl-4-oxo-3,4-dihydroquinazolin-6-yl)amino)phenyl)-3-(methoxymethyl)azetidine-1-sulfonamide trifluoroacetate salt